C(CCCCCCCCC(=O)O)(=O)O.CCC=CCCNC(=O)NC1=CC=C2C(=N1)C(=CN2)C2CCN(CC2)C(CC)CC N-(3-hexen-6-yl)-N'-(3-(1-(3-pentyl)piperidin-4-yl)-pyrrolo[3,2-b]pyridin-5-yl)urea sebacate